tertiary butyl 4-(1-(3-methoxy-4-nitrophenyl)piperidin-4-yl)piperazin-1-carboxylate COC=1C=C(C=CC1[N+](=O)[O-])N1CCC(CC1)N1CCN(CC1)C(=O)OC(C)(C)C